2-ethyl-N-(7-fluoro-2-oxo-3,4-dihydro-1H-quinolin-6-yl)benzamide C(C)C1=C(C(=O)NC=2C=C3CCC(NC3=CC2F)=O)C=CC=C1